Zinc Gallium Selenide [Ga]=[Se].[Zn]